tert-butyl 4-(5-(2-bromo-5-fluorophenyl)-3-oxopentanoyl)piperidine-1-carboxylate BrC1=C(C=C(C=C1)F)CCC(CC(=O)C1CCN(CC1)C(=O)OC(C)(C)C)=O